C[C@H]1[C@H](C1)C(=O)NC=1N=CC2=C(N=CC(=C2C1)C=1OC2=C(N1)C=C(C=C2)N2C[C@H](OCC2)C)NC (1S,2R)-2-methyl-N-(8-(methylamino)-5-(5-((R)-2-methylmorpholino)benzo[d]oxazol-2-yl)-2,7-naphthyridin-3-yl)cyclopropane-1-carboxamide